OC1=C(C=C(C(=C1)OC)\C=C\C(C)(C)O)C(C)=O (E)-1-(2-hydroxy-5-(3-hydroxy-3-methylbut-1-en-1-yl)-4-methoxyphenyl)ethan-1-one